(ethylamino)titanium C(C)N[Ti]